N1=CC=CC=2C1=CC(NC2)=O pyrido[2,3-d]pyridin-7-one